4-[[4-[(E)-3-Bromoallyloxy]phenyl]methyl]piperidine Br/C=C/COC1=CC=C(C=C1)CC1CCNCC1